ClC1=C(C=2S(NC3=C(C=C(C(C4=CC=CC(OCCNC(C(=C1)C2)=O)=C4)=C3)F)F)(=O)=O)O 11-chloro-3,5-difluoro-10-hydroxy-18-oxa-8lambda6-thia-7,15-diazatetracyclo[17.3.1.12,6.19,13]pentacosa-1(22),2(25),3,5,9(24),10,12,19(23),20-nonaene-8,8,14-trione